C(C)(C)(C)C1=CC=C(CNC(=O)C2=CC=C3C(=C(N(C3=C2)CC(C)C)C)CC2=CC(=C(C=C2)Cl)O)C=C1 N-(4-(tert-butyl)benzyl)-3-(4-chloro-3-hydroxybenzyl)-1-isobutyl-2-methyl-1H-indole-6-carboxamide